2-((2-(6-(2-Cyanopropan-2-yl)pyrimidin-4-yl)-6-fluoro-1H-indol-5-yl)thio)-2-methylpropanoic acid C(#N)C(C)(C)C1=CC(=NC=N1)C=1NC2=CC(=C(C=C2C1)SC(C(=O)O)(C)C)F